(R)-2-hydroxy-3-methoxy-3,3-diphenyl-propionic acid O[C@@H](C(=O)O)C(C1=CC=CC=C1)(C1=CC=CC=C1)OC